N1(CCC1)C=1N=C(C2=C(N1)N=C(C(=C2)N2CCN(CC2)C(C)C)OC)N[C@H](C)C2=C(C(=CC=C2)C(F)F)F (R)-2-(azetidin-1-yl)-N-(1-(3-(difluoromethyl)-2-fluorophenyl)ethyl)-6-(4-isopropylpiperazin-1-yl)-7-methoxypyrido[2,3-d]pyrimidin-4-amine